7-(benzylthio)-7'-methoxy-1',3'-dimethyl-3,4-dihydro-2H-[1,5'-biquinolin]-2'(1'H)-one C(C1=CC=CC=C1)SC1=CC=C2CCCN(C2=C1)C=1C=2C=C(C(N(C2C=C(C1)OC)C)=O)C